2-Hydroxyethyl citronellate C(CC(C)CCC=C(C)C)(=O)OCCO